(1R,2S,5S)-N-[(1S)-2-amino-2-oxo-1-pyrido[3,4-d]pyridazin-1-yl-ethyl]-6,6-dimethyl-3-[(2S)-3-methyl-2-[(2,2,2-trifluoroacetyl)amino]butanoyl]-3-azabicyclo[3.1.0]hexane-2-carboxamide NC([C@H](C1=C2C(=CN=N1)C=NC=C2)NC(=O)[C@@H]2[C@H]1C([C@H]1CN2C([C@H](C(C)C)NC(C(F)(F)F)=O)=O)(C)C)=O